(2S,4S)-4-fluoro-2-formylpyrrolidine-1-carboxylic acid tert-butyl ester C(C)(C)(C)OC(=O)N1[C@@H](C[C@@H](C1)F)C=O